7-(4-(dimethoxymethyl)piperidin-1-yl)-3,4-dihydro-2H-benzo[b][1,4]oxazine COC(C1CCN(CC1)C=1C=CC2=C(OCCN2)C1)OC